(1S,4s)-4-(8-(2,6-difluorophenylamino)-2-((1R,2R)-2-hydroxycyclopentylamino)-9H-purin-9-yl)cyclohexanecarboxamide FC1=C(C(=CC=C1)F)NC=1N(C2=NC(=NC=C2N1)N[C@H]1[C@@H](CCC1)O)C1CCC(CC1)C(=O)N